O=C1NC(C2=C(N1)CN(C2)C=2OC1=C(C=C(C=C1C(C2)=O)C)[C@@H](C)NC2=C(C(=O)O)C=CC=C2)=O (R)-2-((1-(2-(2,4-dioxo-1,2,3,4,5,7-hexahydro-6H-pyrrolo[3,4-d]pyrimidin-6-yl)-6-methyl-4-oxo-4H-chromen-8-yl)ethyl)amino)benzoic acid